1-aminoethyl-3-methylimidazole hexafluorophosphate salt F[P-](F)(F)(F)(F)F.NC(C)C1=NC=CN1C